mesityl-4-bromobutyl ether C1(=C(C(=CC(=C1)C)C)C(CCCOCCCC(C1=C(C=C(C=C1C)C)C)Br)Br)C